3-phenyl-2-(trifluoromethyl)phenanthrene C1(=CC=CC=C1)C=1C(=CC=2C=CC3=CC=CC=C3C2C1)C(F)(F)F